C(C1=CC=CC=C1)NC1=NC(=NC=2CCCCC12)N1C(=CC=2C(=CC=CC12)C(=O)N)C 1-[4-(benzylamino)-5,6,7,8-tetrahydroquinazolin-2-yl]-2-methyl-indole-4-carboxamide